ClC1=CC=C(C=C1)NC(=S)NC(=O)N (4-chlorophenyl)-thioimidodicarbonic diamide